2-dimethylamino-2-methyl-1-[4-(methylthio)phenyl]propane-1-one CN(C(C(=O)C1=CC=C(C=C1)SC)(C)C)C